4-cycloheptylpiperazine-1-carboxylic acid [(2s,3s,4e,6s,7s,10s)-7,10-dihydroxy-3,7-dimethyl-2-[(2e,4e)-6-(4-methylpyrimidin-2-yl) hept-2,4-dien-2-yl]-12-oxo-1-oxododec-4-en-6-yl] ester O[C@]([C@H](/C=C/[C@@H]([C@H](C=O)\C(\C)=C\C=C\C(C)C1=NC=CC(=N1)C)C)OC(=O)N1CCN(CC1)C1CCCCCC1)(CC[C@@H](CC=O)O)C